ClC1=NC=CC2=C1N=CN2C 4-chloro-1-methyl-1H-imidazo[4,5-C]pyridine